ClC1=NC=C(C=N1)CN1C=CC=C2C1=NC(N(C2=O)C2=CC(=CC=C2)C(F)F)=O 8-((2-chloropyrimidin-5-yl)methyl)-3-(3-(difluoromethyl)phenyl)pyrido[2,3-d]pyrimidin-2,4(3H,8H)-dione